FC=1N=C(SC1C1=CC(=C(C=C1)B1OC(C(O1)(C)C)(C)C)OC)C 4-fluoro-5-[3-methoxy-4-(4,4,5,5-tetramethyl-1,3,2-dioxaborolan-2-yl)phenyl]-2-methyl-thiazole